Bis(4-tert.-butylcyclohexyl)peroxydicarbonat C(C)(C)(C)C1CCC(CC1)OC(=O)OOC(=O)OC1CCC(CC1)C(C)(C)C